C(C)(C)(C)OC(NC=1C(=NC=C(C1)Br)O)=O (5-Bromo-2-hydroxypyridin-3-yl)carbamic acid tert-butyl ester